2-[[(6E,8E)-1,12-diamino-11-(carboxymethylamino)-2,11-dihydroxy-3,10-dioxododeca-6,8-dien-2-yl]amino]acetic acid NCC(C(CC\C=C\C=C\C(C(CN)(O)NCC(=O)O)=O)=O)(O)NCC(=O)O